C(C)(C)(C)OC(=O)N1CCN(CC1)C=1N=CC(=NC1)C(=O)OC methyl 5-(4-tert-butoxycarbonylpiperazin-1-yl)pyrazine-2-carboxylate